2,5-dihydro-6-hydroxy-2-methyl-5-oxo-3-mercapto-1,2,4-triazine OC=1C(N=C(N(N1)C)S)=O